[4-(pentafluoro-sulfanyl)phenyl]pyridin-2-amine FS(C1=CC=C(C=C1)C=1C(=NC=CC1)N)(F)(F)(F)F